(R)-1-(4-(6-chloro-2-(2-(3,3-difluoro-azetidin-1-yl)ethoxy)-8-fluoro-7-(2-fluoro-6-hydroxyphenyl)quinazolin-4-yl)piperazin-1-yl)prop-2-en-1-one ClC=1C=C2C(=NC(=NC2=C(C1C1=C(C=CC=C1O)F)F)OCCN1CC(C1)(F)F)N1CCN(CC1)C(C=C)=O